C(CCCCCCCCCCC)NCCCN N-dodecyl-1,3-propylene-diamine